C1(CC1)CN1N=CC=2C1=NC(=CC2)N 1-(Cyclopropylmethyl)-1H-pyrazolo[3,4-b]pyridin-6-amine